Tert-butyl (6-chloro-4-methyl-2,3-dihydro-1H-inden-2-yl)carbamate ClC1=CC(=C2CC(CC2=C1)NC(OC(C)(C)C)=O)C